O=C(CCCCC[C@@H](C=1NC(=CN1)C=1C=C2N=CC=NC2=CC1)NC(=O)C1CC12CCNCC2)CC N-((S)-7-oxo-1-(5-(quinoxalin-6-yl)-1H-imidazol-2-yl)nonyl)-6-azaspiro[2.5]octane-1-carboxamide